3,6-DIHYDROPYRIDIN-1(2H)-CARBOXAMID N1(CCC=CC1)C(=O)N